NN1N=NN=C1N 1,5-diaminotetrazole